3-(N-ethylaminoethyl-d2)indole C(C)NC(CC1=CNC2=CC=CC=C12)([2H])[2H]